ClC=1C=C(C=CC1)[C@@H]1N(CCCCC1)C1=NC(=NC(=C1)C)N |r| (±)-4-[2-(3-Chlorophenyl)azepan-1-yl]-6-methyl-pyrimidin-2-amine